[6-[3-(1-hydroxycyclopropyl)-1H-1,2,4-triazol-5-yl]-2-azaspiro[3.3]heptan-2-yl]-[3-[4-(trifluoromethylsulfonimidoyl)phenyl]azetidin-1-yl]methanone OC1(CC1)C1=NNC(=N1)C1CC2(CN(C2)C(=O)N2CC(C2)C2=CC=C(C=C2)S(=O)(=N)C(F)(F)F)C1